1-methoxyethyl-3-methyl-imidazolium tetrafluoroborate F[B-](F)(F)F.COC(C)C=1NC=C[N+]1C